ClC=1C=CC(=C(C=O)C1)OCCC 5-chloro-2-propoxybenzaldehyde